C(C)(C)(C)[C@H](NC(OC(C)(C)C)=O)C(N[C@H](C(N[C@H](C(=O)OC)C[C@H]1C(NC(C1)(C)C)=O)=O)CC(C)(C)C)=O (6S,9S,12S)-methyl 6-(tert-butyl)-12-(((R)-5,5-dimethyl-2-oxopyrrolidin-3-yl)methyl)-2,2-dimethyl-9-neopentyl-4,7,10-trioxo-3-oxa-5,8,11-triazatridecan-13-oate